C(OCCOC)(=O)Cl 2-methoxyethyl carbonochloridoate